1-(4-phenylsulfanyl-phenyl)-octane-1,2-dione-2-oxime C1(=CC=CC=C1)SC1=CC=C(C=C1)C(C(CCCCCC)=NO)=O